C(CCCCCNC(=N)N(C(=N)N)C1=CC=C(C=C1)Cl)NC(=N)N(C(=N)N)C1=CC=C(C=C1)Cl 1,1'-(hexane-1,6-diyl)bis(3-(4-chlorophenyl)biguanide)